2,4-dimethyl-2,6-heptadienol CC(CO)=CC(CC=C)C